NCCCNC(=O)C=1C=NC2=CC(=CC=C2C1)O N-(3-aminopropyl)-7-hydroxy-3-quinolinecarboxamide